CNC1=NC(=NC(=N1)NC1=CC=CC=C1)OCC(C(F)F)(F)F N-methyl-N'-phenyl-6-(2,2,3,3-tetrafluoropropoxy)-1,3,5-triazine-2,4-diamine